(R)-2-(dimethylamino)propionic acid CN([C@@H](C(=O)O)C)C